C(#N)C=1C=C(C=C(C1)OC)C1=CC=C(C=C1)CC=1C(=C(SC1C)C)C(=O)NC1CC2(CC(C2)C(=O)O)C1 6-(4-((3'-cyano-5'-methoxy-[1,1'-biphenyl]-4-yl)methyl)-2,5-dimethylthiophene-3-carboxamido)spiro[3.3]heptane-2-carboxylic acid